P(=O)(O)(O)OCC(O)CO phosphoglycerin